N1CC=CCC1 5,6-dihydro-2H-pyridine